(3-(2-(4-(piperidin-1-ylsulfonyl)phenylamino)-[1,2,4]triazolo[1,5-a]pyridin-5-yloxy)phenyl)acrylamide N1(CCCCC1)S(=O)(=O)C1=CC=C(C=C1)NC1=NN2C(C=CC=C2OC=2C=C(C=CC2)C(C(=O)N)=C)=N1